C(C)N1CC2=CC=C(C=C2C1)NC1=CC=C(C=C1)N1CCC(CC1)C(F)(F)F 2-Ethyl-N-(4-(4-(trifluoromethyl)piperidin-1-yl)phenyl)isoindolin-5-amine